2,3-dipropyl-4-ethyl-2-methyl-1,5-pentanediol C(CC)C(CO)(C(C(CO)CC)CCC)C